2-oxo-N,N-dipropylacetamide O=CC(=O)N(CCC)CCC